C(C)(C)(C)OC(=O)C1=NC(=CC=C1C1=C(C(=CC=C1)OCC12CC3CC(CC(C1)C3)C2)C)N2CC3=C(C=CC=C3CC2)C(NC=2SC3=C(N2)C=CC=C3)=O 3-{2-methyl-3-[tricyclo[3.3.1.13,7]dec-1-ylmethoxy]phenyl}-6-[8-(1,3-benzothiazol-2-ylcarbamoyl)-3,4-dihydroisoquinolin-2(1H)-yl]pyridine-2-carboxylic acid tert-butyl ester